NC1=NC=CC=C1C1=NC=2C(=NC(=CC2)C2=CC=CC=C2)N1C1=CC=C(CNC(C2=CC(=C(C=C2)O)O)=O)C=C1 N-(4-(2-(2-aminopyridin-3-yl)-5-phenyl-3H-imidazo[4,5-b]pyridin-3-yl)benzyl)-3,4-dihydroxybenzamide